(3S)-3-{4-[(2R)-pent-2-yloxy]phenyl}hex-4-ynoic acid C[C@H](CCC)OC1=CC=C(C=C1)[C@H](CC(=O)O)C#CC